C(OCC)COCC 1,1'-(2,2'-(ethylenedioxy)diethane)